CS(=O)(=O)C1=C(C=CC=C1)CN1C2CN(CC1C2)C(=O)OC(C)(C)C tert-butyl 6-[(2-methylsulfonylphenyl)methyl]-3,6-diazabicyclo[3.1.1]heptane-3-carboxylate